C(C)N1N=CC(=C1)NC=1N=C(C2=C(N1)NC=C2)O[C@H]2CN(CC[C@H]2F)C(=O)OC(C)(C)C tert-butyl (3S,4R)-3-((2-((1-ethyl-1H-pyrazol-4-yl)amino)-7H-pyrrolo[2,3-d]pyrimidin-4-yl)oxy)-4-fluoropiperidine-1-carboxylate